FC=1C=C(C=NC1C1=C(C(=C(C=C1F)F)F)F)N 5-fluoro-6-(2,3,4,6-tetrafluorophenyl)pyridin-3-amine